9,10-bis(tert-butoxycarbonylhexyleneoxy)anthracene C(C)(C)(C)OC(=O)CCCCCCOC=1C2=CC=CC=C2C(=C2C=CC=CC12)OCCCCCCC(=O)OC(C)(C)C